ClC1=CC=C(C=C1)C=1C=C(C(N(N1)C=1C=NN(C1)C)=O)C(=O)NC1(CCSCC1)CO 6-(4-chlorophenyl)-N-(4-(hydroxymethyl)tetrahydro-2H-thiopyran-4-yl)-2-(1-methyl-1H-pyrazol-4-yl)-3-oxo-2,3-dihydropyridazine-4-carboxamide